C(C)(C)(C)OC(=O)N[C@H](CC(=O)OCC1=CC=CC=C1)C#N benzyl (R)-3-((tert-butoxy carbonyl) amino)-3-cyanopropanoate